C(C)O[Si](OCC)(OCC)OCC.C(C)[Si](OC)(CC)CC triethylmethoxysilane tetraethyl-orthosilicate